F[Sb-](F)(F)(F)(F)F.C(CCCCCCCCC)C1=CC=C(C=C1)[I+]C1=CC=C(C=C1)CCCCCCCCCC bis-(4-decylphenyl)iodonium hexafluoroantimonate